Cl.O[C@H](C)C1=NC=2C(=C3C(=NC2)C=CS3)N1[C@@H]1CC[C@H](CC1)CC#N (trans-4-[2-[(1R)-1-Hydroxyethyl]-1H-imidazo[4,5-d]thieno[3,2-b]pyridin-1-yl]cyclohexyl)acetonitrile HCl salt